S-(phenylethynyl) ethanethioate C(C)(SC#CC1=CC=CC=C1)=O